3-hydroxypiperidine-2-carboxylate OC1C(NCCC1)C(=O)[O-]